2-methoxy-1-naphthoyl-diphenyl-phosphine oxide COC1=C(C2=CC=CC=C2C=C1)C(=O)P(C1=CC=CC=C1)(C1=CC=CC=C1)=O